C(N)(=O)C=1N(C2=CC(=CC=C2C1)OC(F)(F)F)C=1C=CC2=C(C(CO2)CC(=O)O)C1 2-(5-(2-carbamoyl-6-(trifluoromethoxy)-1H-indol-1-yl)-2,3-dihydrobenzofuran-3-yl)acetic acid